3-((2-bromo-6-chloro-1-(1-ethyl-1H-pyrazol-4-yl)-7-fluoro-1H-indol-3-yl)thio)-2-fluorobenzoic acid BrC=1N(C2=C(C(=CC=C2C1SC=1C(=C(C(=O)O)C=CC1)F)Cl)F)C=1C=NN(C1)CC